C1(=CC=CC=C1)S(=O)(=O)O benzene-1-sulfonic acid